N-[(3R)-1-ethyl-3-piperidinyl]-6-(5-methyl-1H-indol-6-yl)pyridazin-3-amine C(C)N1C[C@@H](CCC1)NC=1N=NC(=CC1)C1=C(C=C2C=CNC2=C1)C